BrC1=C(C(=NC=C1)NC1=CCCC(C1)(C)C)I 3-[(4-bromo-3-iodo-2-pyridyl)amino]-5,5-dimethyl-cyclohex-2-en